ClC1=C(C(=C2N(C1=O)C(CN2C(C)C)C(=O)O)C2=CC(=CC=C2)C(F)(F)F)CC2=CC=CC1=CC=CC=C21 6-chloro-1-isopropyl-7-(naphthalen-1-ylmethyl)-5-oxo-8-(3-(trifluoromethyl)phenyl)-1,2,3,5-tetrahydroimidazo[1,2-a]pyridine-3-carboxylic acid